C(CCC)C1CS(C2=C(N(C1)C1=CC=C(C=C1)F)C=C(C(=C2)O)SC)(=O)=O 3-Butyl-5-(4-fluorophenyl)-8-hydroxy-7-(methylthio)-2,3,4,5-tetrahydro-1,5-benzothiazepine 1,1-dioxide